C(C1=CC=CC=C1)C1=NC(N=N1)=C1N=CN=N1 Benzyl-3,5-Bis-Triazolyl